stearamidoamine C(CCCCCCCCCCCCCCCCC)(=O)NN